(R)-6-(6-(1-(2,2-difluoro-1-(4-fluorophenyl)propyl)-1H-pyrazol-4-yl)pyridin-2-yl)-2-(2,5-dimethyl-1H-pyrrol-1-yl)-8-fluoro-[1,2,4]triazolo[1,5-a]-pyridine FC([C@@H](C1=CC=C(C=C1)F)N1N=CC(=C1)C1=CC=CC(=N1)C=1C=C(C=2N(C1)N=C(N2)N2C(=CC=C2C)C)F)(C)F